CC1=C(N=NC(=C1)C1=CC=CC=C1)NCCN1CCN(CC1)C(=O)OC(C)(C)C tert-butyl 4-(2-((4-methyl-6-phenylpyridazin-3-yl)amino)ethyl)piperazine-1-carboxylate